[Si](C)(C)(C(C)(C)C)N1C=CC2=CC=C(C(=C12)F)[B-](OC)(OC)OC.[Li+] lithium (1-(tert-butyldimethylsilyl)-7-fluoro-1H-indol-6-yl)trimethoxyborate